5-((5-Fluoro-2-isopropoxybenzyl)amino)-N-methyl-1H-indazole-3-carboxamide FC=1C=CC(=C(CNC=2C=C3C(=NNC3=CC2)C(=O)NC)C1)OC(C)C